2-(11-(trityloxy)undecyl)malonic acid dibenzyl ester C(C1=CC=CC=C1)OC(C(C(=O)OCC1=CC=CC=C1)CCCCCCCCCCCOC(C1=CC=CC=C1)(C1=CC=CC=C1)C1=CC=CC=C1)=O